C(C)(C)(C)OC(=O)N(CC(=O)OC)[C@H]1CCC2=C(C=CC=C12)C#N methyl (S)-N-(tert-butoxycarbonyl)-N-(4-cyano-2,3-dihydro-1H-inden-1-yl)glycinate